ClC1=C(C=C(C=C1)\C(=C(/C(=O)[O-])\C)\C1CC1)[N+](=O)[O-] (Z)-3-(4-chloro-3-nitrophenyl)-3-cyclopropyl-2-methylacrylate